potassium sodium lithium bismuth [Bi].[Li].[Na].[K]